di-isopropoxytitanium bis(ethylacetoacetate) C(C)CC(CC(=O)[O-])=O.C(C)CC(CC(=O)[O-])=O.C(C)(C)O[Ti+2]OC(C)C